5-(2-((R or S)-3-((S or R)-1-ethoxyethyl)-3-(2-(5-fluorothiophen-2-yl)ethyl)pyrrolidin-1-yl)butan-2-yl)-2-methylpyridine citrate C(CC(O)(C(=O)O)CC(=O)O)(=O)O.C(C)O[C@@H](C)[C@]1(CN(CC1)C(C)(CC)C=1C=CC(=NC1)C)CCC=1SC(=CC1)F |o1:16,18|